FC(C(C(C(C(C(C(F)(F)[Si](OC(C)C)(OC(C)C)OC(C)C)(F)F)(F)F)(F)F)(F)F)(F)F)(CCC(F)(F)F)F Heptadecafluorodecyltriisopropoxysilane